1,2-decanedithiol C(C(CCCCCCCC)S)S